CC(CC)=O C2-butanone